7-(3-hydroxynaphth-1-yl)pyrido[4,3-d]pyrimidine OC=1C=C(C2=CC=CC=C2C1)C1=CC=2N=CN=CC2C=N1